trans-3-((Cyclopropylmethyl)amino)-8-(((R)-hexahydropyrrolo[1,2-a]pyrazin-2(1H)-yl)methyl)-5-(4-hydroxycyclohexyl)pyrimido[4,5-c]isoquinolin-6(5H)-one C1(CC1)CNC=1N=CC2=C(N(C(C=3C=C(C=CC23)CN2C[C@@H]3N(CC2)CCC3)=O)[C@@H]3CC[C@H](CC3)O)N1